Cl.C(C1=CC=CC=C1)OC(=O)N1CCC(CC1)C[C@@H](C(=O)NC1=CC(=C(C=C1)SCC1=CC=CC=C1)OC)N.C(CCCCC(C)C)P(=O)(CCCCCC(C)C)CC(CC(=O)C1=CC=C(C=C1)CCCCCCCCCC)=O 4-diisooctylphosphoryl-1-(4-decylphenyl)butane-1,3-dione benzyl-(S)-4-(2-amino-3-((4-(benzylthio)-3-methoxyphenyl)amino)-3-oxopropyl)piperidine-1-carboxylate hydrochloride